6-bromo-1-methyl-4-[4-(5-methyl-1,3-benzoxazol-2-yl)piperidin-1-yl]-2-oxo-7-[(oxolan-3-yl)oxy]-1,2-dihydroquinoline-3-carbonitrile BrC=1C=C2C(=C(C(N(C2=CC1OC1COCC1)C)=O)C#N)N1CCC(CC1)C=1OC2=C(N1)C=C(C=C2)C